(Z)-N-phenethyl-N'-(p-tolyl)furan-3-carboximidamide C(CC1=CC=CC=C1)N\C(=N/C1=CC=C(C=C1)C)\C1=COC=C1